1-(4-(2-(5-fluoro-2-methylpyridin-4-yl)-3-isopropyl-1H-indol-5-yl)piperidin-1-yl)-3-morpholinopropan-1-one FC=1C(=CC(=NC1)C)C=1NC2=CC=C(C=C2C1C(C)C)C1CCN(CC1)C(CCN1CCOCC1)=O